C(C)S(=O)(=O)C=1C=C(C=NC1N1N=CN=C1)C1=NC=2N(C=C1)N=C(C2)C(F)(F)F 5-(5-(ethylsulfonyl)-6-(1H-1,2,4-triazol-1-yl)pyridin-3-yl)-2-(trifluoromethyl)pyrazolo[1,5-a]pyrimidine